(1r,2s)-2-(3-{[5-chloro-2-(morpholin-4-yl)pyrimidin-4-yl]amino}-1H-indazol-6-yl)-5'-methoxy-1'H-spiro[cyclopropan-1,3'-indol]-2'-one ClC=1C(=NC(=NC1)N1CCOCC1)NC1=NNC2=CC(=CC=C12)[C@@H]1C[C@@]12C(NC1=CC=C(C=C21)OC)=O